C(C)(C)(C)OC(=O)CNC1CCN(CC1)C1=CC=C(C=C1)B1OC(C)(C)C(C)(C)O1 4-(4-(N-tert-butoxycarbonylmethylamino)piperidinyl)phenylboronic acid pinacol ester